NC=1C(=C(C=C2C=C(N=CC12)NC1=NN2C(S(CN(C(C2)=O)C)(=O)=O)=C1)C=1C=NC=CC1C)F 8-((8-amino-7-fluoro-6-(4-methylpyridin-3-yl)isoquinolin-3-yl)amino)-3-methyl-2,3-dihydropyrazolo[5,1-b][1,3,6]thiadiazepin-4(5H)-one 1,1-dioxide